3'-(4-(4-chlorophenyl)-6-phenyl-1,3,5-triazin-2-yl)-[1,1'-biphenyl] ClC1=CC=C(C=C1)C1=NC(=NC(=N1)C1=CC=CC=C1)C=1C=C(C=CC1)C1=CC=CC=C1